1-methyl-3-pentylimidazole CN1CN(C=C1)CCCCC